C(C)C1=CC=C(CCN2CN=C(NC2)SCC2=C(C=CC=C2)CSC=2NCN(CN2)CCC2=CC=C(C=C2)CC)C=C1 1,2-bis(((5-(4-ethylphenethyl)-1,4,5,6-tetrahydro-1,3,5-triazin-2-yl)thio)methyl)benzene